tert-butyl ((2SR,6SR)-2,6-dimethyltetrahydro-2H-pyran-4-yl)((2-methylquinolin-6-yl)methyl)carbamate C[C@@H]1O[C@H](CC(C1)N(C(OC(C)(C)C)=O)CC=1C=C2C=CC(=NC2=CC1)C)C |r|